titanium tin vanadium [V].[Sn].[Ti]